6-(1-(5-Fluoro-2-methylphenyl)-5-methyl-1H-pyrazol-3-yl)-2-azaspiro[3.3]heptane-2-carboxylic acid tert-butyl ester C(C)(C)(C)OC(=O)N1CC2(C1)CC(C2)C2=NN(C(=C2)C)C2=C(C=CC(=C2)F)C